2,4-diamino-6-[1-(7-fluoro-2-pyridin-2-yl-quinolin-3-yl)-ethylamino]-pyrimidine-5-carbonitrile NC1=NC(=C(C(=N1)N)C#N)NC(C)C=1C(=NC2=CC(=CC=C2C1)F)C1=NC=CC=C1